4-epoxycyclohexyl-methyl 3,4-epoxycyclohexanecarboxylate C1(CC2C(CC1)O2)C(=O)OCC2CC1C(CC2)O1